6-cyclopropyl-3-fluoro-1-methyl-8-(3-nitrophenyl)-2,5-dioxopyrido[2,3-d]pyridazin-4-yl trifluoromethanesulfonate FC(S(=O)(=O)OC1=C(C(N(C=2C(=NN(C(C21)=O)C2CC2)C2=CC(=CC=C2)[N+](=O)[O-])C)=O)F)(F)F